2-(hydroxymethyl)-4,5-dimethoxytetrahydro-2H-pyran-3-ol OCC1OCC(C(C1O)OC)OC